ClC=1C(=CC=NC1C)O[C@H](C)C1=C(C=C(C=C1)Cl)Cl 5-chloro-4-[(1R)-1-(2,4-dichlorophenyl)ethoxy]-6-methylpyridin